CC1(C(=CC2=CC=CC=C12)S(=O)(=O)F)C 1,1-dimethyl-1H-indene-2-sulfonyl fluoride